CC1=CC=C(C=C1)S(=O)(=O)O.C(C1=CC=CC=C1)OC(=O)[C@H]1N[C@H]2CCCC[C@H]2C1 (2S,3aS,7aS)-octahydroindole-2-carboxylic acid benzyl ester p-toluenesulfonic acid salt